FC1=CC=C(C=C1)C1=C(C(=NC2=CC3=C(C=C12)C=NN3)C3=CC=C(C(=O)N)C=C3)C(C)C 4-[5-(4-fluorophenyl)-6-isopropyl-1H-pyrazolo[4,3-g]Quinolin-7-yl]Benzamide